triphenylsulfonium 4-cyclohexyloxycarbonyl-2,2,3,3,4,4-hexafluorobutyrate C1(CCCCC1)OC(=O)C(C(C(C(=O)[O-])(F)F)(F)F)(F)F.C1(=CC=CC=C1)[S+](C1=CC=CC=C1)C1=CC=CC=C1